C1N(CCC2=CC=CC=C12)C[C@H](CN1CCOC2=C(C1=O)C=CC(=C2)C=2C=NC=CC2)O 4-[(2R)-3-(3,4-dihydro-1H-isoquinolin-2-yl)-2-hydroxy-propyl]-8-(3-pyridinyl)-2,3-dihydro-1,4-benzoxazepin-5-one